sodium hydrogen (difluoromethyl)phosphonate FC(F)P(O)([O-])=O.[Na+]